C(C1=CC=CC=C1)OC(=O)N1CCN(CC1)C1=CC=C(C(=O)O)C=C1 4-(4-((benzyloxy)carbonyl)piperazin-1-yl)benzoic acid